ClC1=NC=CC(=N1)NC1=C(C=CC=C1)NS(=O)(=O)C N-(2-((2-chloropyrimidin-4-yl)amino)phenyl)methanesulfonamide